FC1=C(C=CC2=C1NC(=N2)C2=C(C=1C(NC2=O)=CN(N1)C)N[C@@H](C)C1=NC=CC=N1)N1CCOCC1 (S)-6-(7-fluoro-6-morpholino-1H-benzo[d]imidazol-2-yl)-2-methyl-7-((1-(pyrimidin-2-yl)ethyl)amino)-2H-pyrazolo[4,3-b]pyridin-5(4H)-one